C(#N)C1=CC=C(C=C1)N(CCC1OCC2(CN(C2)C(=O)OC(C)(C)C)CO1)CC1=CN=C(S1)C tert-butyl 7-(2-((4-cyanophenyl)((2-methylthiazol-5-yl)methyl)amino)ethyl)-6,8-dioxa-2-azaspiro[3.5]nonane-2-carboxylate